COC(=O)C12CC(C1)(C2)NC(=O)NC2(C(CC(CC2)(F)F)CO)C2=CC(=C(C=C2)CCC(C)(C)C)Cl 3-(3-{1-[3-chloro-4-(3,3-dimethyl-butyl)phenyl]-4,4-difluoro-2-hydroxymethyl-cyclohexyl}ureido)bicyclo[1.1.1]pentane-1-carboxylic acid methyl ester